Cl.CN(C(=O)C1=NC(=NC(=C1)N1CCNCC1)OC[C@H]1N(CCC1)C)C1=CC=CC2=CC=CC=C12 N-methyl-2-[[(2S)-1-methylpyrrolidin-2-yl]methoxy]-N-(1-naphthyl)-6-piperazin-1-yl-pyrimidine-4-carboxamide hydrochloride